OC(C)(C)C(=O)C1=CC=C(C=C1)C(C)C 4-isopropylphenyl 1-hydroxyisopropyl ketone